2,4-Dichloro-N-((5-iodothiophen-2-yl)sulfonyl)benzamide ClC1=C(C(=O)NS(=O)(=O)C=2SC(=CC2)I)C=CC(=C1)Cl